FC(OC1=CC=C(COC(=O)C2=CCC(N2)C(=O)OC(C)(C)C)C=C1)(F)F pyrrole-2,5(1H,3H)-dicarboxylic acid 2-tert-butyl 5-(4-(trifluoromethoxy) benzyl) ester